ClC=1C=C2CC(COC2=CC1)C(=O)C1=NN(C2=CC(=CC=C12)C=1C(=NNC1)F)CCN(C)C (6-chlorochroman-3-yl)(1-(2-(dimethylamino)ethyl)-6-(3-fluoro-1H-pyrazol-4-yl)-1H-indazol-3-yl)methanone